5-(difluoromethoxy)-1H-pyrazole FC(OC1=CC=NN1)F